ClC=1C(=C(C(=CC1N1CC2=C(CCC1)C=C(C(=C2)F)F)C)NC(CC(C)(C)C)=O)C N-(3-chloro-4-(7,8-difluoro-1,3,4,5-tetrahydro-2H-benzo[c]azepin-2-yl)-2,6-dimethylphenyl)-3,3-dimethylbutanamide